2-dimethylamino-2-(4-Methyl-benzyl)-1-(4-morpholin-4-yl-phenyl)-butan-1-one CN(C(C(=O)C1=CC=C(C=C1)N1CCOCC1)(CC)CC1=CC=C(C=C1)C)C